ClC=1C=C(C=NC1)CNC1=NC(=NC2=CC=C(C=C12)C=1C(=NOC1C)C)C=1C=NN(C1)CC(=O)NC 2-(4-(4-(((5-chloropyridin-3-yl)methyl)amino)-6-(3,5-dimethyl-isoxazol-4-yl)quinazolin-2-yl)-1H-pyrazol-1-yl)-N-methylacetamide